C(C)(C)(C)OC(NCC=O)=O tert-Butyl-N-(2-oxoethyl)carbamat